C(CCCC)C=1C=NC(=NC1)OC1CN(CC1)CC(=O)N 2-(3-((5-pentylpyrimidin-2-yl)oxy)pyrrolidin-1-yl)acetamide